ClC=1C(=NC=C(C1)I)C(F)(F)F 3-chloro-5-iodo-2-(trifluoro-methyl)pyridine